N1C(=NC2=C1C=CC=C2)C=2C=CC1=C(C(=C(O1)C)C(=O)OCC)C2 ethyl 5-(1H-benzo[d]imidazol-2-yl)-2-methylbenzofuran-3-carboxylate